FC1=CC=C(C=N1)OC1=C(C=C2C=NN(C2=C1)C)C(=O)O 6-[(6-fluoro-3-pyridyl)oxy]-1-methyl-indazole-5-carboxylic acid